FC1=C2C(=NN(C2=CC=C1)CC1=NOC(=N1)C1CCOCC1)C1CN(C1)C(=O)OC(C)(C)C tert-Butyl 3-(4-fluoro-1-{[5-(oxan-4-yl)-1,2,4-oxadiazol-3-yl]methyl}-1H-indazol-3-yl)azetidine-1-carboxylate